4-((3,5-difluoropyridin-2-yl)methoxy)-1-(2-(2-(2-hydroxypropan-2-yl)pyrimidin-4-yl)-5-methylpyridin-4-yl)-6-methylpyridin-2(1H)-one FC=1C(=NC=C(C1)F)COC1=CC(N(C(=C1)C)C1=CC(=NC=C1C)C1=NC(=NC=C1)C(C)(C)O)=O